C(CCCCC)(=O)OC(C(=O)O)CCCCCC\C=C/CCCCCCCC Hexanoyloxyoleic acid